benzyl ((S)-1-(((S)-1-(((S)-hex-1-yn-3-yl)amino)-4-methyl-1-oxopentan-2-yl)amino)-3-methyl-1-oxobutan-2-yl)carbamate C#C[C@H](CCC)NC([C@H](CC(C)C)NC([C@H](C(C)C)NC(OCC1=CC=CC=C1)=O)=O)=O